N-[(1R)-1-[3-[3-[2-[tert-butyl(dimethyl)silyl]oxyethylamino]-3-oxo-propyl]phenyl]ethyl]-2-methyl-5-(4-methylpiperazin-1-yl)benzamide [Si](C)(C)(C(C)(C)C)OCCNC(CCC=1C=C(C=CC1)[C@@H](C)NC(C1=C(C=CC(=C1)N1CCN(CC1)C)C)=O)=O